2-hydroxyethyl menthyl carbonate C(OCCO)(OC1CC(CCC1C(C)C)C)=O